Methyl (Z)-3-(dimethylamino)-2-(3-nitrothiophen-2-yl)acrylate CN(\C=C(\C(=O)OC)/C=1SC=CC1[N+](=O)[O-])C